1-(6-fluoro-4-hydroxy-3-methyl-2-tetrahydropyran-4-yl-8-quinolyl)ethanone FC=1C=C2C(=C(C(=NC2=C(C1)C(C)=O)C1CCOCC1)C)O